C(CCCCCCCCCCC(C)C)NCCC(=O)OC methyl β-isotetradecylaminopropionate